C1(=CC=CC=C1)NCC R-phenyl-ethylamine